NC1=C(C=C(C=C1)NCCO)[N+](=O)[O-] 1-amino-2-nitro-4-(β-hydroxyethylamino)-benzene